ClC=1C=C(C=CC1F)C=1N=CN(C1C=1C=CC=2N(N1)C(=CN2)C#N)C2CCC2 6-(4-(3-chloro-4-fluorophenyl)-1-cyclobutyl-1H-imidazol-5-yl)imidazo[1,2-b]pyridazine-3-carbonitrile